C(CCCCC)OC(C(C(=C)C1=CC=C(C=C1)OC)(F)F)=O 2,2-difluoro-3-(4-methoxyphenyl)-3-butenoic acid n-hexyl ester